5-bromo-2-(1-((tert-butyldimethylsilyl)oxy)vinyl)-3-chloropyridine BrC=1C=C(C(=NC1)C(=C)O[Si](C)(C)C(C)(C)C)Cl